CNC(=O)C=1C=CC=2N(C1)C=C(N2)N2C(CNCC2)=O N-methyl-2-(2-oxopiperazin-1-yl)imidazo[1,2-a]pyridine-6-carboxamide